(1R,5S)-3-(7-bromo-2,6,8-trifluoroquinazolin-4-yl)-3,8-diazabicyclo[3.2.1]octane BrC1=C(C=C2C(=NC(=NC2=C1F)F)N1C[C@H]2CC[C@@H](C1)N2)F